N1([C@@H]2[C@H](NCC1)COC2)C(=O)OC(C)(C)C |r| rac-tert-butyl (4aS,7aR)-hexahydrofuro[3,4-b]pyrazine-1(2H)-carboxylate